tert-butyl 4-({1-[5-(2,6-dioxopiperidin-3-yl)pyridin-2-yl]piperidin-4-yl}(methyl)carbamoyl)benzoate O=C1NC(CCC1C=1C=CC(=NC1)N1CCC(CC1)N(C(=O)C1=CC=C(C(=O)OC(C)(C)C)C=C1)C)=O